FC(OC1=C(NC2=NC=C(C=N2)C2=CN=CC(=N2)NC2CN(C2)C(=O)OC(C)(C)C)C=CC=C1)(F)F tert-butyl 3-[[6-[2-[2-(trifluoromethoxy) anilino]pyrimidin-5-yl]pyrazin-2-yl]amino]azetidine-1-carboxylate